phosphine mesylate S(C)(=O)(=O)O.P